2-(6-fluoro-1-methyl-1H-indol-4-yl)-4-(4-fluoropiperidine-1-carbonyl)-6,7-dimethoxyisoquinolin-1(2H)-one FC1=CC(=C2C=CN(C2=C1)C)N1C(C2=CC(=C(C=C2C(=C1)C(=O)N1CCC(CC1)F)OC)OC)=O